C(C)(C)(C)OC(=O)N1C2(CCC1(CC2)C#CC2=CC=C(C=C2)OC(F)(F)F)CO[Si](C)(C)C(C)(C)C.OCCNC(O)(C(CO)CO)NCCO bis(2-hydroxyethylamino)tris(hydroxymethyl)methane tert-butyl-1-(((tert-butyldimethylsilyl)oxy)methyl)-4-((4-(trifluoromethoxy)phenyl)ethynyl)-7-azabicyclo[2.2.1]heptane-7-carboxylate